tert-butyl (2-((4-(2-amino-7-cyano-1H-benzo[d]imidazol-4-yl)-2-(N,N-bis(4-methoxybenzyl)sulfamoyl)-3-(2-(4-methoxybenzyl)-2H-tetrazol-5-yl)phenyl)sulfonyl)ethyl)-carbamate NC1=NC2=C(N1)C(=CC=C2C2=C(C(=C(C=C2)S(=O)(=O)CCNC(OC(C)(C)C)=O)S(N(CC2=CC=C(C=C2)OC)CC2=CC=C(C=C2)OC)(=O)=O)C=2N=NN(N2)CC2=CC=C(C=C2)OC)C#N